6-bromo-4,4'-dimethyl-2,2'-bipyridine BrC1=CC(=CC(=N1)C1=NC=CC(=C1)C)C